C(#N)CC1(CN(C1)S(=O)(=O)NC(OC(C)(C)C)=O)N1CCC(CC1)=O tert-butyl ((3-(cyanomethyl)-3-(4-oxopiperidin-1-yl)azetidin-1-yl)sulfonyl)carbamate